BrC1=CC=C(C=C1)C1=CC=C(N=N1)CN1CCOCC1 4-[[6-(4-bromophenyl)pyridazin-3-yl]methyl]morpholine